CN1N=C2N(C3=CC=C(C=C3C2=C1)C(=O)OCC)C1=CC=C(C=C1)C(F)(F)F ethyl 2-methyl-8-[4-(trifluoromethyl)phenyl]pyrazolo[3,4-b]indole-5-carboxylate